OCCN(CCO)CCCCCCO[Si](OC(OCCCCCCCC\C=C/C\C=C/CCCCC)CCCCCCCC1C(C1)CCCCCCCC)(C)C (23Z,26Z)-3-(2-hydroxyethyl)-11,11-dimethyl-13-(7-(2-octylcyclopropyl)heptyl)-10,12,14-trioxa-3-aza-11-siladotriaconta-23,26-dien-1-ol